ClC1=C(C=CC=C1)C=1N(C(=C(N1)C1=CC=CC=C1)C1=CC=CC=C1)C1(N=C(C(=N1)C1=CC=CC=C1)C1=CC=CC=C1)C1=C(C=CC=C1)Cl 2,2'-Bis(o-chlorophenyl)4,5,4',5'-tetraphenyl-1,2'-biimidazole